3-fluoro-6-(o-tolyl)-8-(3,3,3-trifluoroprop-1-en-2-yl)-1,6-naphthyridin-5(6H)-one FC=1C=NC=2C(=CN(C(C2C1)=O)C1=C(C=CC=C1)C)C(=C)C(F)(F)F